4-[(2,4-Dichloro-5-methoxyphenyl)amino]-6-methoxy-7-[4-(4-methylpiperazin-1-yl)but-1-ynyl]-3-quinolinecarbonitrile ClC1=C(C=C(C(=C1)Cl)OC)NC1=C(C=NC2=CC(=C(C=C12)OC)C#CCCN1CCN(CC1)C)C#N